1-chloro-2-hydroxypropane sodium [Na].ClCC(C)O